CC1=C(C(=CC=C1)C)C(C(=O)O)(C)N 2,6-dimethyl-phenyl-aminopropionic acid